4-[(2',4'-dichloro-4-{[(dimethylcarbamoyl)methoxy]carbonyl}-[1,1'-biphenyl]-3-yl)carbamoyl]-6-hydroxybenzene-1,3-dicarboxylic acid ClC1=C(C=CC(=C1)Cl)C1=CC(=C(C=C1)C(=O)OCC(N(C)C)=O)NC(=O)C1=C(C=C(C(=C1)O)C(=O)O)C(=O)O